2-[4-(1,1,1,3,3,3-hexafluoro-2-hydroxypropan-2-yl)phenyl]-4-[2-(2,2,2-trifluoroethoxy)phenyl]-2,3-dihydro-1H-pyrrolo[3,4-c]pyridin-1-one FC(C(C(F)(F)F)(O)C1=CC=C(C=C1)N1CC=2C(=NC=CC2C1=O)C1=C(C=CC=C1)OCC(F)(F)F)(F)F